C(C1=CC=CC=C1)OC1=C(C=C(C=C1)C#N)CNC(OC(C)(C)C)=O tert-butyl N-[(2-benzyloxy-5-cyano-phenyl)methyl]carbamate